FC(C(=O)O)(F)F.C(C)N(CC(=O)O)C1=NC(=NC=C1CN1C(C(=C(C=C1C)OCC1=C(C=C(C=C1)F)F)Br)=O)C ethyl-N-(5-{[3-bromo-4-[(2,4-difluorobenzyl)oxy]-6-methyl-2-oxopyridin-1(2H)-yl]methyl}-2-methylpyrimidin-4-yl)glycine trifluoroacetate